CC(CCOC(CCCCCCC)=O)C octanoic acid-3-methylbutyl ester